2-bromo-N-(4-morpholinophenyl)acetamide BrCC(=O)NC1=CC=C(C=C1)N1CCOCC1